Methyl-(S,E)-(7-(dimethylamino)-1-((5-fluoro-1-((7-fluoro-4-isobutyl-3H-imidazo[4,5-c]pyridin-2-yl)methyl)-2-oxo-1,2-dihydropyridin-3-yl)amino)-1,7-dioxohept-5-en-2-yl)carbamat COC(N[C@H](C(=O)NC=1C(N(C=C(C1)F)CC1=NC2=C(C(=NC=C2F)CC(C)C)N1)=O)CC\C=C\C(=O)N(C)C)=O